C12CC(CC(CC1)N2)OC2=CC1=C(N=CN=C1NC1=CC(=C(C=C1)OC1=CC3=C(N(C=N3)C)C=C1)C)C=N2 6-((exo-8-Azabicyclo[3.2.1]octan-3-yl)oxy)-N-(3-methyl-4-((1-methyl-1H-benzo[d]imidazol-5-yl)oxy)phenyl)pyrido[3,4-d]pyrimidin-4-amine